ClC1=C(C=CC(=C1)CNCCC(=O)NCCCNC1=NC2=C(C3=CN=CC=C13)C=CC(=C2)C(=O)O)C2=CC=CC=C2 5-((3-(3-(((2-Chloro-[1,1'-biphenyl]-4-yl)methyl)amino)propanamido)propyl)amino)benzo[c][2,6]naphthyridine-8-carboxylic acid